ClC1=NC=C(C(=C1)C1=C(C=NC(=C1)C)C(=O)NC=1SC2=C(N1)CN(C2)C(=O)[C@@H]2C[C@](CCC2)(C(F)(F)F)O)OC 2'-chloro-N-(5-((1S,3R)-3-hydroxy-3-(trifluoromethyl)cyclohexane-1-carbonyl)-5,6-dihydro-4H-pyrrolo[3,4-d]thiazol-2-yl)-5'-methoxy-6-methyl-[4,4'-bipyridine]-3-carboxamide